ClC1=CC=C(C(=N1)C(=O)NS(=O)(=O)C)N[C@H](C)C=1C=C(C=C2C(N(C(=NC12)N1CC2=NN(C=C2C1)C1COC1)C)=O)C (R)-6-chloro-3-((1-(3,6-dimethyl-2-(2-(oxetan-3-yl)-2,6-dihydropyrrolo[3,4-c]pyrazol-5(4H)-yl)-4-oxo-3,4-dihydroquinazolin-8-yl)ethyl)amino)-N-(methylsulfonyl)picolinamide